(R)-N-(2-cyclopropyl-4-(6-((S)-1-hydroxypropyl)-4-methylpyridin-3-yl)-[1,2,4]triazolo[1,5-a][1,6]naphthyridin-8-yl)-2,2-difluorocyclopropane-1-carboxamide C1(CC1)C1=NN2C(C(=CC3=CN=C(C=C23)NC(=O)[C@@H]2C(C2)(F)F)C=2C=NC(=CC2C)[C@H](CC)O)=N1